(3Z)-3-hexen-1-ol 1-acetate C(C)(=O)OCC\C=C/CC